C12(CC(C1)C2)N2C(C=CC(=C2)C2OCCC(C2)C2=NC1=NC(=C(N=C1C(=N2)C21CC(C2)(C1)C(F)(F)F)C)C)=O 1-(1-bicyclo[1.1.1]pentanyl)-5-[4-[6,7-dimethyl-4-[3-(trifluoromethyl)-1-bicyclo[1.1.1]-pentanyl]pteridin-2-yl]tetrahydropyran-2-yl]pyridin-2-one